4-vinyloxybenzeneacetic acid methyl ester COC(CC1=CC=C(C=C1)OC=C)=O